BrC1=C(C=CC=C1)OC 1-bromo-2-methoxybenzene